(E)-3-(3-(but-2-ynyloxy)-4-difluoromethoxyphenyl)-2-propenoic acid C(C#CC)OC=1C=C(C=CC1OC(F)F)/C=C/C(=O)O